4-(5-methyl-1H-indazol-4-yl)-2-(2-(2-propenoyl)-2,6-diazaspiro[3.4]octan-6-yl)-5,7-dihydrospiro[cyclopenta[b]pyridine-6,1'-cyclopropane]-3-carbonitrile CC=1C(=C2C=NNC2=CC1)C1=C2C(=NC(=C1C#N)N1CC3(CN(C3)C(C=C)=O)CC1)CC1(CC1)C2